1-((2R,5S)-4-((R)-6-chloro-8-fluoro-7-(2-fluoro-6-hydroxyphenyl)-2-(((S)-1-methylpyrrolidin-2-yl)methoxy)quinazolin-4-yl)-2,5-dimethylpiperazin-1-yl)prop-2-en-1-one ClC=1C=C2C(=NC(=NC2=C(C1C1=C(C=CC=C1O)F)F)OC[C@H]1N(CCC1)C)N1C[C@H](N(C[C@@H]1C)C(C=C)=O)C